4-cyclopropyl-6-(fluoromethoxy)-5-(4,4,5,5-tetramethyl-1,3,2-dioxaborolan-2-yl)pyrimidine C1(CC1)C1=NC=NC(=C1B1OC(C(O1)(C)C)(C)C)OCF